1-(piperazin-1-yl)hexadecan-1-one N1(CCNCC1)C(CCCCCCCCCCCCCCC)=O